C(C)(=O)OC(C(=O)OC[C@]1(O[C@H]([C@H]([C@@H]1O)Br)N1C(NC(C(=C1)F)=O)=O)C)(C)C ((2R,3R,4S,5R)-4-bromo-5-(5-fluoro-2,4-dioxo-3,4-dihydropyrimidin-1(2H)-yl)-3-hydroxy-2-methyltetrahydrofuran-2-yl)methyl 2-acetoxy-2-methylpropanoate